4-((4-(2-(4-chlorophenoxy)-2-methylpropionamido)phenoxy)methyl)benzoic acid methyl ester COC(C1=CC=C(C=C1)COC1=CC=C(C=C1)NC(C(C)(C)OC1=CC=C(C=C1)Cl)=O)=O